BrC=1C(=C(C(=C(C1)[N+]#N)C)C(=O)OC)F 5-bromo-4-fluoro-3-methoxycarbonyl-2-methyl-benzenediazonium